5-fluoro-3-(4-methoxy-benzyl)-6-(1,1,2-tri-fluoroethyl)pyrimidin-4(3H)-one FC=1C(N(C=NC1C(CF)(F)F)CC1=CC=C(C=C1)OC)=O